O1NOC2=C1C=CC(=C2)CCC(=O)NCC2=CC(=NO2)C2=C(C(=C(C(=C2F)F)F)F)F 3-(benzo[d][1,3]dioxazol-5-yl)-N-((3-(pentafluorophenyl)isoxazol-5-yl)methyl)propanamide